(S)-5-(2-amino-3,3-dimethylbutyl)-2-chloropyridin-3-ol N[C@@H](CC=1C=C(C(=NC1)Cl)O)C(C)(C)C